3,5-difluoro-6-(4,4,5,5-tetramethyl-1,3,2-dioxaborolan-2-yl)-1H-indazole FC1=NNC2=CC(=C(C=C12)F)B1OC(C(O1)(C)C)(C)C